methyl-1-(5'H,7'H-spiro[cyclopentane-1,4'-thieno[2,3-c]pyran]-7'-yl)methylamine CNCC1OCC2(C3=C1SC=C3)CCCC2